COC1CN(C1)C1=NN(C2=C1C=NC(=C2)C2=NNC=C2NC(=O)N2C1(CC1)COCC2)CC(C)C N-[3-[3-(3-methoxyazetidin-1-yl)-1-(2-methylpropyl)pyrazolo[4,3-c]pyridin-6-yl]-1H-pyrazol-4-yl]-7-oxa-4-azaspiro[2.5]octane-4-carboxamide